ClC1=NC(=CC(=N1)NC=1C(=CC(=CC1)OC)N)Cl N1-(2,6-dichloropyrimidin-4-yl)-4-methoxybenzene-1,2-diamine